CC(C#N)(C)N1CCN(CC1)C1=NC=CN=C1NC1=CC=C(C=C1)C(F)(F)F methyl-2-(4-(3-((4-(trifluoromethyl)phenyl)amino)pyrazin-2-yl)piperazin-1-yl)propionitrile